[Cl-].C(CCCCCCCCCCC)[N+](CC)(CC)CC dodecyltriethyl-ammonium chloride